tert-butyl N-(2-hydroxyethoxy)-N-propyl-carbamate OCCON(C(OC(C)(C)C)=O)CCC